NCCNCCO N-(2-aminoethyl)-ethanolamine